(2S,4R)-N-((S) or (R)-(3-(4H-1,2,4-triazol-3-yl)phenyl)(6-fluoro-5-isopropylpyridin-2-yl)methyl)-1-acetyl-4-fluoropyrrolidine-2-carboxamide N=1N=C(NC1)C=1C=C(C=CC1)[C@H](NC(=O)[C@H]1N(C[C@@H](C1)F)C(C)=O)C1=NC(=C(C=C1)C(C)C)F |o1:11|